F[P-](F)(F)(F)(F)F.CN(C)C(=[N+]1N=[N+](C2=C1C=CC=C2)[O-])N(C)C 1-[bis(dimethylamino)methylene]-1H-1,2,3-benzotriazolium 3-oxide Hexafluorophosphate